Cl.C1(CCCC1)C1=NNC(=C1)NC=1N=C(C2=C(N1)C1=C(O2)N=CC=C1)N1CCOCC1 N-(3-cyclopentyl-1H-pyrazol-5-yl)-4-morpholinopyrido[3',2':4,5]furo[3,2-d]pyrimidin-2-amine hydrochloride